C(CC)[C@@H]1CC(NC1)=O (R)-4-n-propyl-pyrrolidone